1-[2-[-]-(2-methoxyethyl)-3-methyl-pyrazol-4-yl]-6-[5-[(6-methylpyridazin-3-yl)amino]benzimidazol-1-yl]-3-pyridyl-ethanol COCCN1N=CC(=C1C)N1CC(=CC=C1N1C=NC2=C1C=CC(=C2)NC=2N=NC(=CC2)C)C(C)O